ClC1=CC(=C(C=C1)[C@@H]1OC2=C(OC1)C=CC=C2C2CCN(CC2)CC2=NC1=C(N2C)C=C(C=C1OCCF)C(=O)O)F (S)-2-((4-(3-(4-chloro-2-fluorophenyl)-2,3-dihydrobenzo[b][1,4]dioxin-5-yl)piperidin-1-yl)methyl)-4-(2-fluoroethoxy)-1-methyl-1H-benzo[d]imidazole-6-carboxylic acid